N-[3-[5-cyclopropyl-2-(difluoromethoxy)phenyl]-1-[[2-[1-[2-(dimethylamino)ethyl]azetidin-3-yl]tetrazol-5-yl]methyl]pyrazol-4-yl]pyrazolo[1,5-a]pyrimidine-3-carboxamide C1(CC1)C=1C=CC(=C(C1)C1=NN(C=C1NC(=O)C=1C=NN2C1N=CC=C2)CC=2N=NN(N2)C2CN(C2)CCN(C)C)OC(F)F